N-[(indazol-7-yl)methyl]-1-(2,5-dimethoxy-4-bromophenyl)-2-aminoethane N1N=CC2=CC=CC(=C12)CNCCC1=C(C=C(C(=C1)OC)Br)OC